3-cyclopropyl-N-(4-(pyridin-2-yl)benzyl)-5-(1,2,5,6-tetrahydropyridin-3-yl)pyrazolo[1,5-a]pyrimidin-7-amine C1(CC1)C=1C=NN2C1N=C(C=C2NCC2=CC=C(C=C2)C2=NC=CC=C2)C=2CNCCC2